4-(4-bromophenyl)piperidine-4-carboxylic acid BrC1=CC=C(C=C1)C1(CCNCC1)C(=O)O